O=C1C2=C(NC3=C(N1)C=C(C=C3)OC(F)(F)F)C=CC(=C2)C=2C=C(C(=O)N)C=CC2 3-(11-oxo-8-(trifluoromethoxy)-10,11-dihydro-5H-dibenzo[b,e][1,4]diazepin-2-yl)benzamide